F[C@H]1[C@H](CNC1)NC(=O)[C@H]1CN(C[C@H](O1)C)C1=C2C=CC=NC2=C(C=C1)C(F)(F)F (2R,6R)-N-[(3S,4R)-4-fluoropyrrolidin-3-yl]-6-methyl-4-[8-(trifluoromethyl)-5-quinolyl]morpholine-2-carboxamide